BrC1=C(C=C(C(=C1)F)F)CC(=O)C1C(OC(OC1=O)(C)C)=O 5-(2-(2-bromo-4,5-difluorophenyl)acetyl)-2,2-dimethyl-1,3-dioxane-4,6-dione